tert-butyl 3-formyl-4,4-dimethylpiperidine-1-carboxylate C(=O)C1CN(CCC1(C)C)C(=O)OC(C)(C)C